2-methyl-4-(4-phenylpiperazine-1-carbonyl)pyrido[3,4-d]pyridazin-1-one CN1N=C(C2=C(C1=O)C=CN=C2)C(=O)N2CCN(CC2)C2=CC=CC=C2